6-naphthalenesulfonate C1=CC=CC2=CC(=CC=C12)S(=O)(=O)[O-]